C(C#C)O[C@H]1[C@H](C2=CC=CC=C2C1)NC(OC(C)(C)C)=O tert-Butyl [(1S,2R)-2-(prop-2-yn-1-yloxy)-2,3-dihydro-1H-inden-1-yl]carbamate